6-hydroxy-4-methyl-piperidine OC1CC(CCN1)C